C(CCCCC)(=O)OOC(CCCCC)=O caproyl peroxide